(2S,4S)-4-fluoro-1-[2-[(3R)-3-[(8-fluoro-5-quinolyl)amino]pyrrolidin-1-yl]acetyl]pyrrolidine-2-carbonitrile F[C@H]1C[C@H](N(C1)C(CN1C[C@@H](CC1)NC1=C2C=CC=NC2=C(C=C1)F)=O)C#N